COC(C1=C(C=C(C(=C1)F)Cl)NC1=C(C=C(C=C1)F)C(C)N(CCC1=NC(=CC=C1[N+](=O)[O-])OC)C(=O)OC(C)(C)C)=O ((2-(1-((tert-Butoxycarbonyl)(2-(6-methoxy-3-nitropyridin-2-yl)ethyl)-amino)ethyl)-4-fluorophenyl)amino)-4-chloro-5-fluoro-benzoic acid methyl ester